N-(2-fluoro-5-(7-((4-methoxybenzyl)(methyl)amino)-1,6-naphthyridin-3-yl)-4-methylphenyl)-2-(2-fluoropropan-2-yl)isonicotinamide FC1=C(C=C(C(=C1)C)C=1C=NC2=CC(=NC=C2C1)N(C)CC1=CC=C(C=C1)OC)NC(C1=CC(=NC=C1)C(C)(C)F)=O